(3R)-N-(cyclobutylmethyl)-1-[6-[1-[4-(5-methoxy-3-pyridyl)triazol-1-yl]ethyl]-3-pyridyl]piperidin-3-amine C1(CCC1)CN[C@H]1CN(CCC1)C=1C=NC(=CC1)C(C)N1N=NC(=C1)C=1C=NC=C(C1)OC